1-oxyl-2,2,6,6-tetramethyl-4-methoxypiperidine ON1C(CC(CC1(C)C)OC)(C)C